ethyl 6-tert-butyl-9-[1-(2-ethoxy-2-oxoethyl)-1H-pyrazol-4-yl]-10-methoxy-2-oxo-6,7-dihydro-2H-pyrido[2,1-a]isoquinoline-3-carboxylate C(C)(C)(C)C1N2C(C3=CC(=C(C=C3C1)C=1C=NN(C1)CC(=O)OCC)OC)=CC(C(=C2)C(=O)OCC)=O